Cyclopropylmethyl (Z)-2-(cyclopropanecarbonyl)-3-(thieno[2,3-b]pyridin-3-yl)acrylate C1(CC1)C(=O)/C(/C(=O)OCC1CC1)=C/C1=CSC2=NC=CC=C21